CP(C=1C(=CC=C2C(=CNC12)C1=NC(=NC=C1C(F)(F)F)N[C@@H]1CN(CC1)CCCCCN)C(=O)O)(=O)C 7-[dimethyl(oxo)-λ5-phosphoranyl]-3-(2-{[(3S)-1-(5-aminopentyl)tetrahydro-1H-pyrrol-3-yl]amino}-5-(trifluoromethyl)pyrimidin-4-yl)-1H-indole-6-carboxylic acid